4-(5,5-dimethyl-2-(6-methylpyridin-2-yl)-5,6-dihydro-7H-pyrrolo[2,3-d]pyrimidin-7-yl)pyridin-2-amine CC1(CN(C=2N=C(N=CC21)C2=NC(=CC=C2)C)C2=CC(=NC=C2)N)C